Naphtho[1,2-d]Furan-6-amine C1=COC2=C1C=1C=CC=C(C1C=C2)N